(4S)-6-(4-chlorophenyl)-N-ethyl-8-methoxy-1-methyl-4H-[1,2,4]triazolo[4,3-a][1,4]benzodiazepine-4-acetamide ClC1=CC=C(C=C1)C1=N[C@H](C=2N(C3=C1C=C(C=C3)OC)C(=NN2)C)CC(=O)NCC